OC(C(C(=O)O)(C1=CC=CC=C1)O)(O)O tetrahydroxyphenylpropionic acid